N-(4-(8-(3-Aminopyrrolidin-1-yl)-6,7-dihydro-5H-benzo[6,7]cyclohepta[1,2-b]quinolin-10-yl)pyrimidin-2-yl)cyclopropanecarboxamide hydrochloride Cl.NC1CN(CC1)C1=C2C(=NC3=CC=C(C=C13)C1=NC(=NC=C1)NC(=O)C1CC1)C1=C(CCC2)C=CC=C1